2-(4-chlorophenyl)-6,7,8,9-tetrahydrobenzo[e]imidazo[1,2-b][1,2,4]triazine ClC1=CC=C(C=C1)C=1N=C2N(N=C3C(=N2)CCCC3)C1